1-cyclobutyl-4-((3-(3-fluorophenyl)isoxazol-5-yl)methyl)-1,4-dihydropyrazine-2,3-dione C1(CCC1)N1C(C(N(C=C1)CC1=CC(=NO1)C1=CC(=CC=C1)F)=O)=O